3-((3-chloro-5-(piperazin-1-yl)phenyl)amino)piperidine-2,6-dione hydrochloride Cl.ClC=1C=C(C=C(C1)N1CCNCC1)NC1C(NC(CC1)=O)=O